(3'-methyl-[2,2'-bithiophen]-5-yl)boronic acid CC1=C(SC=C1)C=1SC(=CC1)B(O)O